C(CCCCCCC)(=O)O.C(C)C(C(=O)O)CCCCCC.CN(C1=C2NC=NC2=NC=N1)C N6,N6-dimethyl-adenine ethyl-octanoate (caprylate)